O1COC2=C1C=CC(=C2)N2C=NC(=C2)N 1-(benzo[d][1,3]dioxol-5-yl)-1H-imidazol-4-amine